Cl.C(C)(C)(C)OC([C@@H](N)CCCCN)=O L-lysine tert-butyl ester hydrochloride